O1CCOC12CCC(CC2)CN2C(N(C=1N=CN(C1C2=O)CC(C)C)C)=O 1-(1,4-dioxaspiro[4.5]decan-8-ylmethyl)-7-isobutyl-3-methyl-1H-purine-2,6(3H,7H)-dione